CN1N=NC2=C1C=C(C=C2)C2=CNC=1N=C(N=CC12)NC1=CC=NC=C1 5-(1-methyl-1H-benzo[d][1,2,3]triazol-6-yl)-N-(pyridin-4-yl)-7H-pyrrolo[2,3-d]pyrimidin-2-amine